5-fluoro-1-(2,6-difluorobenzyl)-3-iodo-1H-pyrazolo[3,4-b]pyridine-3-carbonitrile FC=1C=C2C(=NC1)N(NC2(C#N)I)CC2=C(C=CC=C2F)F